C(C)(C)(C)OC(=O)N1[C@H](C[C@@H](C1)N1N=C(C(=C1NCCCN1CCOCC1)C(N)=O)Br)COC (2R,4S)-4-(3-bromo-4-carbamoyl-5-[[3-(morpholin-4-yl)propyl]amino]pyrazol-1-yl)-2-(methoxymethyl)pyrrolidine-1-carboxylic acid tert-butyl ester